The molecule is a sulfoglycolipid in which alpha,alpha-trehalose, sulfated at the 2'-position, is acylated at the 2-position with palmitic acid, and at the 3-position with (2E,4S,6S)-2,4,6-trimethyltetracos-2-enoic acid. It is a sulfoglycolipid and a polyacyl alpha,alpha-trehalose derivative. It derives from an alpha,alpha-trehalose. CCCCCCCCCCCCCCCCCC[C@H](C)C[C@H](C)/C=C(\\C)/C(=O)O[C@H]1[C@@H]([C@H](O[C@@H]([C@@H]1OC(=O)CCCCCCCCCCCCCCC)O[C@@H]2[C@@H]([C@H]([C@@H]([C@H](O2)CO)O)O)OS(=O)(=O)O)CO)O